ClC=1C=C2C(=CC=NC2=C(C1)F)C(C)=O (6-chloro-8-fluoroquinolin-4-yl)ethan-1-one